1-(6,7-dihydro-5H-benzo[6,7]cyclohepta[1,2-c]pyridazin-3-yl)-N5-(3-methyl-4-(4-(N-methylpiperazin-4-yl)piperidin-1-yl)phenyl)-1H-1,2,4-triazole-3,5-diamine N1=NC(=CC2=C1C1=C(CCC2)C=CC=C1)N1N=C(N=C1NC1=CC(=C(C=C1)N1CCC(CC1)N1CCN(CC1)C)C)N